C(C)OC=1C=C(C=CC1C=1NC(C2=C(N1)N(N=N2)CC2=CC=C(C=C2)OC)=O)C2=CC(=CC=C2)CCC(N)=NO 3-(3'-ethoxy-4'-(3-(4-methoxybenzyl)-7-oxo-6,7-dihydro-3H-[1,2,3]triazolo[4,5-d]pyrimidin-5-yl)-[1,1'-biphenyl]-3-yl)-N'-hydroxypropanimidamide